(E)-2-(4-chloro-3-nitrostyryl)-3-hydroxy-4H-pyran-4-one ClC1=C(C=C(/C=C/C=2OC=CC(C2O)=O)C=C1)[N+](=O)[O-]